C(C)(C)(C)OC(NCC#CC1=C(C=CC(=C1)F)N)=O (3-(2-amino-5-fluorophenyl)prop-2-yn-1-yl)-carbamic acid tert-butyl ester